C(C=C)(=O)O.C(C=C)(=O)O.C1=CC=CC1 cyclopentadiene diacrylate